methyl (E)-2-[2-[6-(pyrimidin-4-yloxy) phenoxy] phenyl]-3-methoxyacrylate N1=CN=C(C=C1)OC1=CC=CC=C1OC1=C(C=CC=C1)/C(/C(=O)OC)=C\OC